1-((3-(4-aminoimidazo[2,1-f][1,2,4]triazin-7-yl)-4-methylphenyl)sulfonyl)piperidine-4-carbonitrile NC1=NC=NN2C1=NC=C2C=2C=C(C=CC2C)S(=O)(=O)N2CCC(CC2)C#N